ClC1=C(C=NN1C)NC1=NC=CC(=N1)C1=CC=CC(=N1)C1=NNC(=C1)[C@]1(C(N(CC1)C)=O)O (R)-3-(3-(6-(2-((5-Chloro-1-methyl-1H-pyrazol-4-yl)amino)pyrimidin-4-yl)pyridin-2-yl)-1H-pyrazol-5-yl)-3-hydroxy-1-methylpyrrolidin-2-one